2-(2-(((2-bromopyridin-4-yl)amino)methyl)-6-cyclopropylimidazo[1,2-a]pyridin-8-yl)ethan-1-ol BrC1=NC=CC(=C1)NCC=1N=C2N(C=C(C=C2CCO)C2CC2)C1